6-(FLUOROMETHYL)PYRIDINE-2-CARBALDEHYDE FCC1=CC=CC(=N1)C=O